4-((S)-2-(2-Hydroxyphenyl)-5,6,6a,7,9,10-hexahydro-8H-pyrazino[1',2':4,5]pyrazino[2,3-c]pyridazin-8-yl)piperidine OC1=C(C=CC=C1)C=1C=C2C(=NN1)NC[C@@H]1N2CCN(C1)C1CCNCC1